4-((difluoromethoxy)methyl)-4-phenethylpiperidine-1-carboxylic acid tert-butyl ester C(C)(C)(C)OC(=O)N1CCC(CC1)(CCC1=CC=CC=C1)COC(F)F